C1(=CC=CC=C1)C1(C2=CC=CC=C2C=2C=C(C=CC12)C1=CC=C(C=C1)C1=NC(=NC(=N1)C1=CC=CC=C1)C1=CC=CC=C1)C1=CC=CC=C1 2-(4-(9,9-diphenyl-9H-fluoren-3-yl)phenyl)-4,6-diphenyl-1,3,5-triazine